(2S)-2-amino-3,3-dicyclohexyl-propionic acid methyl ester COC([C@H](C(C1CCCCC1)C1CCCCC1)N)=O